[OH-].C(=O)(O)C[N+](C)(C)C carboxymethyl-trimethyl-ammonium hydroxide